CC(CCCCCC)NC1=CC=C(C=C1)NC(CCCCCC)C N,N'-bis(1-methyl-heptyl)-p-phenylenediamine